ClC=1C(=C(C=CC1)C1(CNC1)NC1=CC=C2C=CN=NC2=C1)C N-(3-(3-chloro-2-methylphenyl)azetidin-3-yl)cinnolin-7-amine